C1(=CCCCC1)P(O)(=O)CC cyclohexenyl-ethyl-phosphinic acid